C(C)(=O)OC1=C2C(C=C(OC2=CC(=C1OC(C)=O)OC(C)=O)C1=CC=CC=C1)=O 5,6,7-triacetoxyflavone